O(C1=CC=CC=C1)C1=CC=C(C=N1)NC=1C2=C(N=CN1)C=CC(=N2)N2CC1(CCN1C(=O)OC(C)(C)C)C2 tert-butyl 6-[4-[(6-phenoxy-3-pyridyl)amino]pyrido[3,2-d]pyrimidin-6-yl]-1,6-diazaspiro[3.3]heptane-1-carboxylate